COC1=C(C=CC=C1)C=1N=CNC(C1)=O 4-(2-methoxyphenyl)-6-oxopyrimidin